(E)-2-(3,4,5-trichlorobenzylidene)hydrazine-1-carboxamidine ClC=1C=C(C=NN/C(=N/[H])/N)C=C(C1Cl)Cl